2-(2-Oxa-6-azaspiro[3.3]hept-6-yl)quinazolin-6-carbaldehyde C1OCC12CN(C2)C2=NC1=CC=C(C=C1C=N2)C=O